C(C)(C)(C)OC(=O)NC1=CC(=C(C=C1)CB(O)O)F [4-(tert-butoxycarbonylamino)-2-fluoro-phenyl]methylboronic acid